1,4,2-oxazaphosphorinane O1PCNCC1